Tert-butyl-((1s,2r,3s,5r)-8-(7-chloro-8-fluoro-2-(((2r,7as)-2-fluorohexahydro-1H-pyrrolizin-7a-yl) methoxy) pyrido[4,3-d]pyrimidin-4-yl)-2-fluoro-8-azabicyclo[3.2.1]oct-3-yl) carbamate C(N)(O[C@@H]1[C@@H]([C@]2(CC[C@H](C1)N2C=2C1=C(N=C(N2)OC[C@]23CCCN3C[C@@H](C2)F)C(=C(N=C1)Cl)F)C(C)(C)C)F)=O